C12(CCC(CC1)CC2)C=NO N-[bicyclo[2.2.2]oct-1-ylmethylene]-hydroxylamine